(2-fluoroacetyl)-[[(2S)-1-benzylsulfonylpyrrolidine-2-carbonyl]amino]acetamide FCC(=O)C(C(=O)N)NC(=O)[C@H]1N(CCC1)S(=O)(=O)CC1=CC=CC=C1